CC(C)(C)OC(=O)N1C[C@@H](CC1)CC(=O)O 2-[(3S)-1-[(2-methylpropan-2-yl)oxycarbonyl]pyrrolidin-3-yl]acetic acid